3-methyl-1,3-butylene glycol CC(CCO)(C)O